1,3-dihydroisobenzofuran-5-boronic acid pinacol ester C1OCC2=CC(=CC=C12)B1OC(C)(C)C(C)(C)O1